tert-Butyl 2-((1-(6,7-difluoro-1-oxo-1,2-dihydroisoquinolin-4-yl)ethyl)(methyl)carbamoyl)-4,6-difluoroindoline-1-carboxylate FC=1C=C2C(=CNC(C2=CC1F)=O)C(C)N(C(=O)C1N(C2=CC(=CC(=C2C1)F)F)C(=O)OC(C)(C)C)C